FC1=CC(=C(C(=C1)C(C)C)CC(=O)NS(=O)(=O)C=1SC(=CN1)C(C)C)C(C)C 2-(4-fluoro-2,6-diisopropylphenyl)-N-(5-isopropylthiazol-2-ylsulfonyl)acetamide